NCCCNCCNCCCN N,N'-bis(3-aminopropyl)-1,2-ethylenediamine